ClC=1C(=NC(=NC1)NC1=C(C=C(C=C1)N1CCN(CC1)CC1CN(C1)C1=CC=C(C(=O)NC2C(NC(CC2)=O)=O)C=C1)OC)NC1=C(C=CC=C1)P(=O)(C)C 4-(3-((4-(4-((5-chloro-4-((2-(dimethylphosphoryl)phenyl)amino)pyrimidin-2-yl)amino)-3-methoxyphenyl)piperazin-1-yl)methyl)azetidin-1-yl)-N-(2,6-dioxopiperidin-3-yl)benzamide